C(C)(=O)NC=1SC(=CN1)CN1CC(C1)NC(OC(C)(C)C)=O tert-butyl (1-((2-acetamidothiazol-5-yl)methyl)azetidin-3-yl)carbamate